C(CCCCCCCCC)(=O)OC(CC)Cl 1-chloropropyl decanoate